C(CCC)C(C(C(C(=O)O)(CCCC)CCCC)(O)C(=O)O)C(=O)O.C(CCC)OC(=O)CC(CC(=O)OCCCC)(C(=O)OCCCC)O 2-hydroxypropane-1,2,3-tricarboxylic acid tributyl ester (tributyl citrate)